C(CCCCCCCC)C=1C(=C(C=2NC3=CC=CC=C3SC2C1)CCCCCCCCC)CCCCCCCCC tri-nonyl-phenothiazine